C(#N)C[C@@H]1N(CCN(C1)C=1C2=C(N=C(N1)S(=O)C)CN(CC2)C2=C(C(=CC=C2)F)C(F)(F)F)C(=O)OCC2=CC=CC=C2 benzyl (2S)-2-(cyanomethyl)-4-[7-[3-fluoro-2-(trifluoromethyl)phenyl]-2-methylsulfinyl-6,8-dihydro-5H-pyrido[3,4-d]pyrimidin-4-yl]piperazine-1-carboxylate